C(#N)C=1C=NN2C1C(=CC(=C2)C=2C=NN(C2C)C[C@H]2CN(CCC2)C(=O)OC(C)(C)C)SC2=C(C=CC=C2)C#N tert-butyl (3R)-3-[[4-[3-cyano-4-(2-cyanophenyl)sulfanyl-pyrazolo[1,5-a]pyridin-6-yl]-5-methyl-pyrazol-1-yl]methyl]piperidine-1-carboxylate